1-(6-(2-oxa-8-azaspiro[4.5]decan-8-yl)pyrimidin-4-yl)-4-(1H-1,2,3-triazol-1-yl)-1H-pyrazol-5-ol sodium salt [Na].C1OCCC12CCN(CC2)C2=CC(=NC=N2)N2N=CC(=C2O)N2N=NC=C2